C(C=C)(=O)N1[C@H](CC1)COC=1C(=NC=NC1N)C=1C(=C(C=C(C1)F)NC(C1=C(C=C(C=C1)C1CC1)F)=O)C (R)-N-(3-(5-((1-propenoylazetidin-2-yl)methoxy)-6-aminopyrimidin-4-yl)-5-fluoro-2-methylphenyl)-4-cyclopropyl-2-fluorobenzamide